1-Benzyl-3-(cis-4-(2-(4-(2,3-dichlorophenyl)piperazin-1-yl)ethyl)-4-hydroxycyclohexyl)urea C(C1=CC=CC=C1)NC(=O)NC1CCC(CC1)(O)CCN1CCN(CC1)C1=C(C(=CC=C1)Cl)Cl